2-(2-(3-azabicyclo[3.1.0]hexane-3-yl)-6-methylpyrimidin-4-yl)-5-(4-iodo-2-(6-azaspiro[2.5]oct-6-yl)phenyl)-1,3,4-oxadiazole C12CN(CC2C1)C1=NC(=CC(=N1)C=1OC(=NN1)C1=C(C=C(C=C1)I)N1CCC2(CC2)CC1)C